OC=1C=C(C=CC1O)/C=C/C(=O)O[C@@H]1C[C@@](C[C@H]([C@H]1OC(\C=C\C1=CC(=C(C=C1)OC)O)=O)O)(C(=O)OC)O methyl (1S,3R,4R,5R)-3-{[(2E)-3-(3,4-dihydroxyphenyl)prop-2-enoyl]oxy}-1,5-dihydroxy-4-{[(2E)-3-(3-hydroxy-4-methoxyphenyl)prop-2-enoyl]oxy}cyclohexane-1-carboxylate